tert-butyl 3-((chlorocarbonyl)oxy)azetidine-1-carboxylate ClC(=O)OC1CN(C1)C(=O)OC(C)(C)C